[F-].C(C)[N+]1=C(C=CC=C1)CC 1,2-diethylpyridinium fluoride